2-(6-(2-fluoroethoxy)pyridin-3-yl)-5-(4-methoxybenzyl)-4,5-dihydropyrrolo[3,4-c]pyrazol-6(2H)-one FCCOC1=CC=C(C=N1)N1N=C2C(=C1)CN(C2=O)CC2=CC=C(C=C2)OC